C1(=CC=C(C=C1)P(O)(O)=O)P(O)(O)=O p-phenylenebisphosphonic acid